4-methyl-7-[(3aR,4R,6R,6aR)-2,2-dimethyl-6-[(1R)-7-chloro-1,5-dihydro-2,4-benzodioxepin-1-yl]-3a,4,6,6a-tetrahydrofuro[3,4-d][1,3]dioxol-4-yl]pyrrolo[2,3-d]pyrimidine CC=1C2=C(N=CN1)N(C=C2)[C@@H]2O[C@@H]([C@H]1OC(O[C@H]12)(C)C)[C@@H]1OCOCC2=C1C=CC(=C2)Cl